ClC1=C(C2=C(SC3=C2N=CN=C3NC3C(C3)(C)C)N=C1C)C 8-chloro-N-(2,2-dimethylcyclopropyl)-7,9-dimethyl-pyrido[3',2':4,5]thieno[3,2-d]pyrimidin-4-amine